Niobium penta-ethoxide [O-]CC.[O-]CC.[O-]CC.[O-]CC.[O-]CC.[Nb+5]